(2R,4S,5R,6R)-6-((1R,2R)-3-amino-1,2-dihydroxypropyl)-2-(benzyloxy)-5-(2-hydroxyacetamido)-4-(prop-2-yn-1-yloxy)tetrahydro-2H-pyran-2-carboxylic acid NC[C@H]([C@@H](O)[C@H]1[C@@H]([C@H](C[C@@](O1)(C(=O)O)OCC1=CC=CC=C1)OCC#C)NC(CO)=O)O